4-(methylamino)tetrahydro-2H-pyran CNC1CCOCC1